C(C)N(C=1C2=C(N=CN1)N(C=C2)CC2C(CN(CC2)CC(=O)N)O)CC2=C(C=C(C=C2)N2N=CC=C2)F 2-(4-((4-(ethyl(2-fluoro-4-(1H-pyrazol-1-yl)benzyl)amino)-7H-pyrrolo[2,3-d]pyrimidin-7-yl)methyl)-3-hydroxypiperidin-1-yl)acetamide